phenyl [1,1'-biphenyl]-4-ylcarbamate C1(=CC=C(C=C1)NC(OC1=CC=CC=C1)=O)C1=CC=CC=C1